(S)-4-ethyl-7-((6-fluoro-3-iodo-4-carbonyl-1-(tetrahydro-2H-pyran-4-yl)-1,4-dihydroquinolin-2-yl)methyl)-4-hydroxy-1,7-dihydro-3H-pyrano[3,4-c]pyridine-3,8(4H)-dione C(C)[C@]1(C(OCC=2C(N(C=CC21)CC=2N(C1=CC=C(C=C1C(C2I)=C=O)F)C2CCOCC2)=O)=O)O